4-((5-chloro-7-(2-((3,5-dimethyl-2,6-dioxo-3,6-dihydropyrimidin-1(2H)-yl)methyl)thieno[3,2-b]pyridin-7-yl)-1H-indol-1-yl)methyl)piperidine-4-carbonitrile trifluoroacetate FC(C(=O)O)(F)F.ClC=1C=C2C=CN(C2=C(C1)C1=C2C(=NC=C1)C=C(S2)CN2C(N(C=C(C2=O)C)C)=O)CC2(CCNCC2)C#N